ClC=1N=CC2=C(C=CC(=C2C1)C(CC)O)N1CC(C1)CS(=O)(=O)C 3-chloro-8-(3-((methylsulfonyl)methyl)azetidin-1-yl)isoquinolin-5-ylpropan-1-ol